O1C(OCC1)CC=O 1,3-dioxolane-2-acetaldehyde